1-[2,4-Bis(ethoxymethoxy)-6-hydroxyphenyl]-3-[3,4-bis(ethoxymethoxy)phenyl]prop-2-en-1-one C(C)OCOC1=C(C(=CC(=C1)OCOCC)O)C(C=CC1=CC(=C(C=C1)OCOCC)OCOCC)=O